CC=1C=C(C=CC1C=1CCN(CC1)C)NC1=NC=C2C(=N1)NNC2=O 6-((3-methyl-4-(1-methyl-1,2,3,6-tetrahydropyridin-4-yl)phenyl)amino)-1,2-dihydro-3H-pyrazolo[3,4-d]Pyrimidin-3-one